N-(2-(2-chlorophenyl)propan-2-yl)-2-methyl-3-(pyrrolidin-1-yl)propionamide ClC1=C(C=CC=C1)C(C)(C)NC(C(CN1CCCC1)C)=O